N-{4-[3-(2-cyanophenyl)-5-methyl-4-oxo-4,5-dihydro-1H-pyrrolo[3,2-c]pyridin-2-yl]pyridin-2-yl}-2-(4-fluorophenyl)propanamide C(#N)C1=C(C=CC=C1)C1=C(NC2=C1C(N(C=C2)C)=O)C2=CC(=NC=C2)NC(C(C)C2=CC=C(C=C2)F)=O